CN1CCC(CC1)NC(=O)C(C(=O)OC(CCCCCCCC)CCCCCCCC)CCSCCC(=O)OCCCCCCCC\C=C/CCCCCCCC heptadecan-9-yl (Z)-2-((1-methylpiperidin-4-yl)carbamoyl)-4-((3-(octadec-9-en-1-yloxy)-3-oxopropyl)thio)butanoate